NC1=CC=C(CN2CC=3C=C(C=4C(=CNC4C3NS2(=O)=O)Cl)Cl)C=C1 3-(4-aminobenzyl)-6,7-dichloro-1,3,4,9-tetrahydro-[1,2,6]thiadiazino[4,3-g]indole 2,2-dioxide